O1C=NC2=C1C=CC(=C2)CN2C1=C(C3=CC=CC(=C23)C(=O)O)CCCC(C1)CCCCCC 5-[(1,3-benzoxazol-5-yl)methyl]-7-hexyl-5H,6H,7H,8H,10H-cyclohepta[b]indole-4-carboxylic acid